N1-(1H-indol-6-yl)benzene-1,2-diamine N1C=CC2=CC=C(C=C12)NC=1C(=CC=CC1)N